(±)-tert-butyl 2-(aminomethyl)pyrrolidine-1-carboxylate NC[C@@H]1N(CCC1)C(=O)OC(C)(C)C |r|